C1=COS1(=O)=O ethenesultone